NC1=NC=2C=C(C(=CC2C2=C1C=NN2C)C(=O)N(CC2=NC=C(C(=C2)C)C#CC=2C=NC=C(C2)OC)C2CC2)Cl 4-amino-7-chloro-N-cyclopropyl-N-((5-((5-methoxypyridin-3-yl)ethynyl)-4-methylpyridin-2-yl)methyl)-1-methyl-1H-pyrazolo[4,3-c]quinoline-8-carboxamide